(R)-1-(6-(4-(4-hydroxybut-2-yl)-4H-1,2,4-triazol-3-yl)pyridin-2-yl)-3-phenylurea OCC[C@@H](C)N1C(=NN=C1)C1=CC=CC(=N1)NC(=O)NC1=CC=CC=C1